(1R,3r)-3-(3-(6-(1-methyl-1H-pyrazol-4-yl)pyrrolo[1,2-b]pyridazin-4-yl)-3,8-diazabicyclo[3.2.1]oct-8-yl)cyclobutane-1-carbonitrile CN1N=CC(=C1)C=1C=C2N(N=CC=C2N2C[C@H]3CCC(C2)N3C3CC(C3)C#N)C1